NC1=NC=NN2C1=C(C=C2C=2C(=CC(=C(C(=O)N[C@@H]1CN(C[C@@H]1F)C(C1=CC=C(C=C1)F)=O)C2)C)C)C(F)(F)F 5-[4-amino-5-(trifluoromethyl)pyrrolo[2,1-f][1,2,4]triazin-7-yl]-N-[(3R,4S)-4-fluoro-1-(4-fluorobenzoyl)pyrrolidin-3-yl]-2,4-dimethylbenzamide